ethyl-α-methylbenzenemethanol C(C)C1=C(C=CC=C1)C(O)C